N-methylelaidylamide CCCCCCCCC/C=C/CCCCCCCC[NH-]